1-(4-(7-(8-chloronaphthalen-1-yl)-2-((1-methylpyrrolidin-2-yl)methoxy)-5H-pyrano[2,3-d]pyrimidin-4-yl)piperazin-1-yl)-2-fluoroprop-2-en-1-one ClC=1C=CC=C2C=CC=C(C12)C1=CCC2=C(N=C(N=C2N2CCN(CC2)C(C(=C)F)=O)OCC2N(CCC2)C)O1